CC=1C=C(C=CC1C)C=1N=C(SC1)[C@H](CC1=CC=C(C=C1)NS(=O)(=O)O)NC([C@H](CC1=CC=CC=C1)NC(=O)OC)=O 4-{(S)-2-[4-(3,4-dimethylphenyl)thiazol-2-yl]-2-[(S)-2-(methoxycarbonylamino)-3-phenylpropionylamino]ethyl}phenylaminosulfonic acid